N,N'-(1,5-pentylene)bis(L-Lysinamide) C(CCCCNC([C@@H](N)CCCCN)=O)NC([C@@H](N)CCCCN)=O